N-(4-((2-(3-oxa-8-azabicyclo[3.2.1]octan-8-yl)pyrimidin-5-yl)oxy)-3-methylphenyl)-3-methoxybicyclo[1.1.1]pentane-1-carboxamide C12COCC(CC1)N2C2=NC=C(C=N2)OC2=C(C=C(C=C2)NC(=O)C21CC(C2)(C1)OC)C